N-(2-(4,4-difluoro-2,2-dimethylcyclohexyl)-4-(2,5-difluorophenyl)pyridin-3-yl)-2-isopropylpyrimidine-5-carboxamide FC1(CC(C(CC1)C1=NC=CC(=C1NC(=O)C=1C=NC(=NC1)C(C)C)C1=C(C=CC(=C1)F)F)(C)C)F